ONC(=N)C1=C(C=NC=C1)SC1=CC=CC=C1 N-hydroxy-3-(phenylsulfanyl)pyridine-4-carboximidamide